ethyl 2-(2-((5-(3-(aminomethyl)phenyl)-7-(4-((4-methylpiperazin-1-yl)methyl)phenyl)benzofuran-3-yl)methoxy)phenyl)acetate NCC=1C=C(C=CC1)C=1C=C(C2=C(C(=CO2)COC2=C(C=CC=C2)CC(=O)OCC)C1)C1=CC=C(C=C1)CN1CCN(CC1)C